(1R,2S,5S)-N-{(1S)-1-cyano-2-[(3S)-2-oxo-3-pyrrolidinyl]ethyl}-3-[(2S)-3,3-dimethyl-2-(2,2,2-trifluoroacetylamino)butanoyl]-6,6-dimethyl-3-azabicyclo[3.1.0]hexane-2-carboxamide C(#N)[C@H](C[C@H]1C(NCC1)=O)NC(=O)[C@@H]1[C@H]2C([C@H]2CN1C([C@H](C(C)(C)C)NC(C(F)(F)F)=O)=O)(C)C